C(#N)N1C[C@@](CCC1)(F)C=1OC2=C(N1)C=C(C=C2)C2=CC(=NC=N2)C#N (R)-6-(2-(1-cyano-3-fluoropiperidin-3-yl)benzo[d]oxazol-5-yl)pyrimidine-4-carbonitrile